C(C1=CC=CC=C1)(=O)C1=CC=C(C=C1)CCCO 3-(4-benzoylphenyl)-1-propanol